C1(CC1)CN(C(=O)N1CC2(CC2)[C@@H]([C@@H]1CC=1C(=C(C=CC1)C1=CC=CC=C1)F)NS(=O)(=O)C)C (6S,7S)-N-(cyclopropylmethyl)-6-((2-fluoro-[1,1'-biphenyl]-3-yl)methyl)-N-methyl-7-(methylsulfonamido)-5-azaspiro[2.4]heptane-5-carboxamide